3-((6-chloro-5-methylpyridazin-3-yl)oxy)piperidine-1-carboxylic acid tert-butyl ester C(C)(C)(C)OC(=O)N1CC(CCC1)OC=1N=NC(=C(C1)C)Cl